(1-(pyridin-3-yl)cyclopentyl)methylamine N1=CC(=CC=C1)C1(CCCC1)CN